rac-((7R)-7-amino-2-azabicyclo[2.2.1]heptan-2-yl)(2-(1-(cyclopropylmethyl)-1H-indol-2-yl)-1-((1,1-dioxidotetrahydrothiophen-3-yl)methyl)-7-methoxy-1H-benzo[d]imidazol-5-yl)methanone N[C@H]1C2N(CC1CC2)C(=O)C2=CC1=C(N(C(=N1)C=1N(C3=CC=CC=C3C1)CC1CC1)CC1CS(CC1)(=O)=O)C(=C2)OC